2-(2-(2-Fluorophenyl)thiazol-4-yl)-1H-benzo[d]imidazole-6-sulfonamide FC1=C(C=CC=C1)C=1SC=C(N1)C1=NC2=C(N1)C=C(C=C2)S(=O)(=O)N